BrC=1C=C(C=CC1)NC1=NC=NC2=CC=C(C=C12)NC(C#CCO)=O 4-Hydroxy-but-2-ynoic acid [4-(3-bromo-phenylamino)-quinazolin-6-yl]-amide